2-(((1s,3s)-3-aminocyclobutyl)amino)-8-(isopropylamino)pyrido[3,4-d]pyrimidine-6-carbonitrile NC1CC(C1)NC=1N=CC2=C(N1)C(=NC(=C2)C#N)NC(C)C